N-((2R,3S,5R)-2-(((6-(5-fluoropyrimidin-2-yl)bicyclo[4.1.0]heptan-3-yl)oxy)methyl)-5-methylpyrrolidin-3-yl)-N-(4-methoxybenzyl)methanesulfonamide FC=1C=NC(=NC1)C12CCC(CC2C1)OC[C@@H]1N[C@@H](C[C@@H]1N(S(=O)(=O)C)CC1=CC=C(C=C1)OC)C